COCN([Si](C)(C)C)CC1=CC=CC=C1 N-(methoxymethyl)-1-phenyl-N-(trimethylsilyl)methylamine